OC[C@@H]1CN(CCO1)C1=CC=C(C=C1)C1C(NC(CC1)=O)=O 3-[4-[(2s)-2-(hydroxymethyl)morpholin-4-yl]phenyl]piperidine-2,6-dione